N-(3,5-dimethyltricyclo[3.3.1.13,7]dec-1-yl)-4-(1,1'-biphenyl)sulfonamide CC12CC3(CC(CC(C1)(C3)C)C2)NS(=O)(=O)C2=CC=C(C=C2)C2=CC=CC=C2